tert-butyl (12aR)-9-(2-chloro-6-hydroxyphenyl)-8-(difluoromethoxy)-10-fluoro-3,4,12,12a-tetrahydro-6H-pyrazino[2,1-c][1,4]benzooxazepine-2(1H)-carboxylate ClC1=C(C(=CC=C1)O)C1=C(C2=C(CN3[C@@H](CO2)CN(CC3)C(=O)OC(C)(C)C)C=C1OC(F)F)F